NC(=O)C=1C=C(OCC(=O)OCCCC)C=CC1 Butyl 2-[3-(aminocarbonyl)phenoxy]acetate